C(CC)[Si](OC1=CC=CC=C1)(OCC)OCC propyl-diethoxyphenoxysilane